1,3,3-Trimethyl-5-(2-((3-(methylamino)-5-(trifluoromethyl)pyridin-2-yl)amino)thiazol-4-yl)-1H-pyrrolo[2,3-c]pyridin-2(3H)-one CN1C(C(C=2C1=CN=C(C2)C=2N=C(SC2)NC2=NC=C(C=C2NC)C(F)(F)F)(C)C)=O